4,9-dimethyl-2,4,6,8,10-dodecanepentaene-1,12-dialdehyde CC(C=CC=O)=CC=CC=C(C=CC=O)C